O=S1(CC(C1)COC1=CC(=NC(=C1)[C@@]1(COCC1)OC)N1N=C(C=2C=NC(=CC21)NC(=O)N)C)=O (S)-1-(1-(4-((1,1-Dioxidothietan-3-yl)methoxy)-6-(3-methoxytetrahydrofuran-3-yl)pyridine-2-yl)-3-methyl-1H-pyrazolo[4,3-c]pyridine-6-yl)urea